N1(CCCCC1)C1=C(C(=CC(=C1)Br)N1CCCCC1)I 2,6-Dipiperidino-4-bromoiodobenzene